FC=1C(=C(C=C(C1)[C@H]1OCCC1)[C@@H](C(=O)O)N1C[C@@H](CC1)OCCCCCC1=NC=2NCCCC2C=C1)OC (S)-2-(3-fluoro-2-methoxy-5-((S)-tetrahydrofuran-2-yl)phenyl)-2-((R)-3-((5-(5,6,7,8-tetrahydro-1,8-naphthyridin-2-yl)pentyl)oxy)pyrrolidin-1-yl)acetic acid